C1(CC1)S(=O)(=O)NC1=CC(=C(N=N1)C(=O)NC([2H])([2H])[2H])NC1=C2N(CC=3N(C2=CC=C1)N=C(N3)C)C 6-(cyclopropanesulphonylamino)-4-((2,5-dimethyl-4,5-dihydro-[1,2,4]triazolo[1,5-a]quinoxalin-6-yl)amino)-N-(methyl-d3)pyridazine-3-carboxamide